CN1C(=C(C2=C1N=CN=C2N)C=2C=NC=CC2)C2=CCC1(CCNCC1)CC2 7-methyl-5-(pyridin-3-yl)-6-(3-azaspiro[5.5]undec-8-en-9-yl)-7H-pyrrolo[2,3-d]pyrimidin-4-amine